CC=1NC(=C(N1)C)C(=O)N 2,4-dimethyl-1H-imidazole-5-carboxamide